(1S,3R)-3-((S)-2-(2-Cyclobutylethyl)-6-(methoxycarbonyl)-7-methyl-6,7,8,9-tetrahydro-3H-imidazo[4,5-f]chinolin-3-yl)cyclohexan C1(CCC1)CCC=1N(C=2C(=C3CC[C@@H](N(C3=CC2)C(=O)OC)C)N1)C1CCCCC1